C(O)C(CC(N)N)(CO)CO Trimethylolpropanediamine